C(C)C(C(=O)OC=C)CCCC vinyl 2-ethylhexanoate